CN1C(=NC2=C1C=C(C(=C2)C2=CC=CN1C(=CC=C21)C(=O)C2=CC(=C(C(=C2)F)NC(\C=C\CN[C@@H]2C[C@@H](CCC2)F)=O)F)C(F)(F)F)C (E)-N-(4-(8-(1,2-dimethyl-6-(trifluoromethyl)-1H-benzo[d]imidazol-5-yl)indolizine-3-carbonyl)-2,6-difluorophenyl)-4-(((1S,3R)-3-fluorocyclohexyl)amino)but-2-enamide